3-((4-bromo-5-iodo-3-(1-(o-tolyl)vinyl)pyridin-2-yl)amino)-5,5-dimethylcyclohex-2-en BrC1=C(C(=NC=C1I)NC1=CCCC(C1)(C)C)C(=C)C1=C(C=CC=C1)C